dihydro-7H-cyclopenta[h]quinazolin N1CN=CC2=CC=C3C(=C12)C=CC3